C(#N)C1=CNC2=C(C=CC(=C12)C)NS(=O)(=O)C1=CN=C(S1)C([2H])([2H])[2H] N-(3-cyano-4-methyl-1H-indol-7-yl)-2-(methyl-d3)thiazole-5-sulfonamide